COC1=CC(=CC(=N1)NC)C(F)(F)F 6-methoxy-N-methyl-4-(trifluoromethyl)pyridin-2-amine